ClC=1C=C(C=C(C1)Cl)C1=CC(=CC(=N1)OC=1C=NC(=NC1)N1CCN(CC1)CCC(C(=O)O)C)CN1CC[C@H]2C([C@H]2CC1)NS(=O)(=O)C 4-(4-(5-((6-(3,5-dichloro-phenyl)-4-(((1R,7S,8r)-8-(methyl-sulfonamido)-4-azabicyclo[5.1.0]octan-4-yl)methyl)pyridin-2-yl)oxy)pyrimidin-2-yl)piperazin-1-yl)-2-methylbutanoic acid